2-(4,5-dichloro-6-oxo-pyridazin-1-yl)-N-[3-(dimethylsulfamoyl)-2,4-dimethyl-phenyl]acetamide ClC=1C=NN(C(C1Cl)=O)CC(=O)NC1=C(C(=C(C=C1)C)S(N(C)C)(=O)=O)C